[Br-].C(CCC)N1CN(C=C1)CCCCCCCCCCCC 1-butyl-3-dodecyl-imidazole bromide salt